OC1(CCN(CC1)C=1C(NC=C2C1N=C(N=C2)C)=O)C 8-(4-hydroxy-4-methylpiperidin-1-yl)-2-methylpyrido[4,3-d]pyrimidin-7(6H)-one